1,5,7-triaza-bicyclo[4.4.0]deca-5-ene N12CCCN=C2NCCC1